OCCNCCC[Si](OCC)(OCC)OCC γ-(2-hydroxylethyl)aminopropyltriethoxysilane